2-{[[(4-methoxy-6-methyl-1,3,5-triazin-2-yl)amino]-oxomethyl]sulfamoyl}benzoic acid methyl ester COC(C1=C(C=CC=C1)S(NC(=O)NC1=NC(=NC(=N1)OC)C)(=O)=O)=O